COC1=CC=C2CC(C3(C2=C1)C=CC(CC3)=O)(C)C 6'-methoxy-2',2'-dimethyl-2',3'-dihydrospiro[cyclohex-2-ene-1,1'-inden]-4-one